7-chloro-2-((4-methoxyphenyl)sulfinyl)-1-methyl-5-phenyl-1,5-dihydro-4H-imidazo[4,5-c]quinoline-4-on ClC=1C=CC=2C3=C(C(N(C2C1)C1=CC=CC=C1)=O)N=C(N3C)S(=O)C3=CC=C(C=C3)OC